3,6-dichloro-1-methyl-4,5-diphenyl-2(1H)-pyridinone ClC=1C(N(C(=C(C1C1=CC=CC=C1)C1=CC=CC=C1)Cl)C)=O